(-)-2,2-Diallyl-3-hydroxy-5-phenylcyclohexan-1-one C(C=C)C1(C(CC(CC1O)C1=CC=CC=C1)=O)CC=C